1-(2,2-difluoropropyl)-N-(6-(1-methyl-1H-imidazol-5-yl)isoquinolin-3-yl)piperidine-4-carboxamide FC(CN1CCC(CC1)C(=O)NC=1N=CC2=CC=C(C=C2C1)C1=CN=CN1C)(C)F